N[C@@H]1C2=CC=CC=C2CC12CCN(CC2)C=2NC(C1=C(N2)NN=C1C(=C)C=1C=C(C=CC1)NC(C)=O)=O (S)-N-(3-(1-(6-(1-amino-1,3-dihydro-spiro[indene-2,4'-piperidine]-1'-yl)-4-oxo-4,5-dihydro-1H-pyrazolo[3,4-d]pyrimidin-3-yl)vinyl)phenyl)acetamide